ClC1=CC(=C2C(=N1)C(=NN2CC(F)(F)F)I)N2CCCCC2 1-(5-Chloro-3-iodo-1-(2,2,2-trifluoroethyl)-1H-pyrazolo[4,3-b]pyridin-7-yl)piperidine